tert-butyl 6-amino-2-cyclopropyl-3',6'-dihydro[3,4'-bipyridine]-1'(2'H)-carboxylate NC1=CC=C(C(=N1)C1CC1)C=1CCN(CC1)C(=O)OC(C)(C)C